OCCOC(=O)C1C2C=CC(C1)C2 2-Hydroxyethyl-endo,exo-5-norbornenecarboxylate